COC1=CC(=CC=2OCCOC21)C(=O)O 5-methoxy-2,3-dihydro-1,4-benzodioxine-7-carboxylic acid